O[C@@H](CCCOC=1C=C2C(C3=C(C4=C(O3)C=CC=C4)C(C2=CC1)=O)(C)C)CO 8-((S)-4,5-Dihydroxy-pentyloxy)-6,6-dimethyl-6H-benzo[b]naphtho[2,3-d]furan-11-one